4H-thieno[3,2-b]pyrrole-4,5-dicarboxylate S1C=CC=2N(C(=CC21)C(=O)[O-])C(=O)[O-]